ethylene bis-sulfate S(=O)(=O)(OCCOS(=O)(=O)[O-])[O-]